1-(4-chloro-3-((trifluoromethyl)sulfonyl)phenyl)-3-(4-cyano-3-(2-morpholinoethyl)phenyl)urea ClC1=C(C=C(C=C1)NC(=O)NC1=CC(=C(C=C1)C#N)CCN1CCOCC1)S(=O)(=O)C(F)(F)F